2-((S)-4-(5-(8-chloronaphthalen-1-yl)-8-(((3R,4R)-4-methoxy-1-methylpyrrolidin-3-yl)oxy)-3,4-dihydro-2H-pyrano[2,3-f]quinazolin-10-yl)-1-(2-fluoroacryloyl)piperazin-2-yl)acetonitrile ClC=1C=CC=C2C=CC=C(C12)C1=C2C(=C3C(=NC(=NC3=C1)O[C@@H]1CN(C[C@H]1OC)C)N1C[C@@H](N(CC1)C(C(=C)F)=O)CC#N)OCCC2